1-(9Z-tetradecenoyl)-2-(4Z,7Z,10Z,13Z,16Z,19Z-docosahexaenoyl)-glycero-3-phosphoserine CCCC/C=C\CCCCCCCC(=O)OC[C@H](COP(=O)(O)OC[C@@H](C(=O)O)N)OC(=O)CC/C=C\C/C=C\C/C=C\C/C=C\C/C=C\C/C=C\CC